S1C(=NC2=C1C=CC=C2)NC2=C(C=C(N=N2)N(C=2SC(=C(N2)C(=O)O)CCCOC2=C(C=C(C=C2)C#CCNCCCO)F)C)C 2-[[6-(1,3-benzothiazol-2-ylamino)-5-methyl-pyridazin-3-yl]-methyl-amino]-5-[3-[2-fluoro-4-[3-(3-hydroxypropylamino)prop-1-ynyl]phenoxy]propyl]thiazole-4-carboxylic acid